C(C#C)C=C=C propargyl-allene